CC=1C=C(C=NC1N1CCC(CC1)C(F)(F)F)NC1=CC=C(CN2CC(CC2=O)C(=O)N)C=C1 (4-((5-methyl-6-(4-(trifluoromethyl)piperidin-1-yl)pyridin-3-yl)amino)benzyl)-5-oxopyrrolidine-3-carboxamide